3,3'-diamino-4,4'-dihydroxyl-biphenyl NC=1C=C(C=CC1O)C1=CC(=C(C=C1)O)N